(S)-1-(bicyclo[1.1.1]pentan-1-yl)-5-methoxy-N-(6-(5-methyl-6,7-dihydro-5H-pyrrolo[2,1-c][1,2,4]triazol-3-yl)pyridin-2-yl)-1H-pyrazole-4-carboxamide C12(CC(C1)C2)N2N=CC(=C2OC)C(=O)NC2=NC(=CC=C2)C=2N1C(=NN2)CC[C@@H]1C